4-benzyl-6-(tert-butylcarbamoyl)-2,3-dihydro-1,4-benzoxazine-2-carboxylic acid C(C1=CC=CC=C1)N1CC(OC2=C1C=C(C=C2)C(NC(C)(C)C)=O)C(=O)O